N1(CCC1)C1=C2C=CN(C(C2=CN=C1)=O)CC=1N=C2N(C=C(C=C2)C)C1 5-(azetidin-1-yl)-2-((6-methylimidazo[1,2-a]pyridin-2-yl)methyl)-2,7-naphthyridin-1(2H)-one